C(C(=C)C)(=O)OCCOC1=CC=C(C=C1)NC1=CC=CC=2C(C3=CC=CC=C3C(C12)=O)=O 1-(4-((2-methacryloyloxyethyl)oxy)phenylamino)-anthraquinone